C1(CC1)C1=C(C=CC=C1CC(=O)N[C@H]1C(CCC[C@@H]1O[C@H]1[C@@H](CNCC1)F)(F)F)C1=CC(=CC(=C1)F)F 2-{2-cyclopropyl-3',5'-difluoro-[1,1'-biphenyl]-3-yl}-N-[(1R,6S)-2,2-difluoro-6-{[(3R,4R)-3-fluoropiperidin-4-yl]oxy}cyclohexyl]acetamide